C(CC)C1=NC2=CC=CC=C2C=C1 2-propylquinolin